CC1=NN=C(O1)C=1C=CC(=NC1)OC1=CC=C(C=C1)C(C)(C)C1=CC=C(OC2CC(C2)NC(OC(C)(C)C)=O)C=C1 tert-butyl ((1r,3r)-3-(4-(2-(4-((5-(5-methyl-1,3,4-oxadiazol-2-yl)pyridin-2-yl)oxy)phenyl)propan-2-yl)phenoxy)cyclobutyl)carbamate